C1(=CCCCC1)C1=C(C2=C(CCC1)C=C(C=C2)C(=O)OC)C2=CC=C(C=C2)N2CCC(CC2)C(OC)OC methyl 6-(cyclohexen-1-yl)-5-[4-[4-(dimethoxymethyl)-1-piperidyl]phenyl]-8,9-dihydro-7H-benzo[7]annulene-2-carboxylate